methyl 1-(4-chlorophenoxy)cyclopropane-1-carboxylate ClC1=CC=C(OC2(CC2)C(=O)OC)C=C1